NC=1C2=C(N=CN1)N1C(=C2C2=CC(=C(C=C2)OC2=NC=CC(=N2)C)F)N(CC1)C(=O)OC(C)(C)C 2-methylpropan-2-yl 4-amino-5-{3-fluoro-4-[(4-methylpyrimidin-2-yl) oxy] phenyl}-7,8-dihydro-6H-imidazo[2',3':5,1]pyrrolo[2,3-d]pyrimidine-6-carboxylate